ClC=1C(=C(C=CC1Cl)NC1=NC=NC2=CC(=C(C=C12)OC1CC(C1)NC(OC(C)(C)C)=O)NC)F tert-butyl ((1s,3s)-3-((4-((3,4-dichloro-2-fluorophenyl)amino)-7-(methylamino)quinazolin-6-yl)oxy)cyclobutyl)carbamate